3-Bromopyridine-4-carbonitrile BrC=1C=NC=CC1C#N